FC1=CC=C(C=C1)N1CCN(CCC1)C(=O)NC1=NC=C(C=C1)O 4-(4-fluorophenyl)-N-(5-hydroxypyridin-2-yl)-1,4-diazepane-1-carboxamide